CC1=NC2=C(N1)C=C(C=C2)C2=C(C(=C(C(=C2F)F)C2=CC=C(C=C2)CN2CCCCC2)F)F 2-Methyl-6-(2,3,5,6-tetrafluoro-4'-(piperidin-1-ylmethyl)-[1,1'-biphenyl]-4-yl)-1H-benzo[d]imidazol